C(C1=CC=CC=C1)OC(=O)NCC(=O)OC(C)(C)C tert-Butyl ((benzyloxy)carbonyl)glycinate